CN1N=CC(=C1)N(S(=O)(=O)[NH-])CC1OCCC1 (1-methyl-1H-pyrazol-4-yl[(oxolan-2-yl)methyl]sulfamoyl)azanide